ClC=1C(=NC(=NC1)N[C@@H]1C[C@H]2CO[C@@H]([C@H]1O)O2)C=2C=C(C1=C(N(C(=N1)C(C)(C)O)C1CC1)C2)F (1S,3R,4S,5R)-3-((5-chloro-4-(1-cyclopropyl-4-fluoro-2-(2-hydroxypropan-2-yl)-1H-benzo[d]imidazol-6-yl)pyrimidin-2-yl)amino)-6,8-dioxabicyclo[3.2.1]octan-4-ol